(R)-tert-butyl 3-methyl-l-1-oxo-3,4,8,9,10,11-hexahydro-1H-pyrido-[4',3':3,4]pyrazolo[1,5-a]azepine-2(7H)-carboxylate C[C@@H]1CC2=NN3C(CCCCC3)=C2C(N1C(=O)OC(C)(C)C)=O